(S)-3-amino-4-(tert-butoxy)4-Oxobutyric acid N[C@@H](CC(=O)O)C(=O)OC(C)(C)C